NC=1N=C(SC1C(=O)C1=CC(=NO1)C=1C=NC=CC1)N(C1=CC=C(C=C1)F)[C@@H](C(=O)N)C |r| rac-2-(N-[4-amino-5-[3-(3-pyridinyl)isoxazole-5-carbonyl]thiazol-2-yl]-4-fluoro-anilino)propanamide